C(CCCCCCCCCCCCCCCCC)(=O)C(OP(OC[C@@H](CO)OC(CCCCCCC\C=C/C\C=C/CCCCC)=O)(=O)O)CN stearoyl-2-linoleoyl-sn-glycero-3-phosphoethanolamine